COC1=CC=C(C(C2=CC=C(C=C2)OC)(C2=CC=CC=C2)C(CCO)O)C=C1 3-(4,4'-dimethoxytrityl)-1,3-propandiol